FC(C1=CC=C(C=C1)[C@@H]1C[C@H](CC1)N1CC2(CS(C2)(=O)=O)CC1)(F)F 6-((1S,3S)-3-(4-(trifluoromethyl)phenyl)cyclopentyl)-2-thia-6-azaspiro[3.4]octane 2,2-dioxide